ClC=1C=C(OCC2=NN=C(S2)N)C=CC1Cl 5-((3,4-dichlorophenoxy)methyl)-1,3,4-thiadiazol-2-amine